2-(4,5-dimethyl-1H-imidazol-2-yl)-6-(3-hydroxymethylene-1H-pyrazol-1-yl)pyridine CC=1N=C(NC1C)C1=NC(=CC=C1)N1NC(C=C1)=CO